C(#N)N1CC(CC1)CNC=1N=CC2=CC=C(C=C2C1)C(=O)NC 3-(((1-Cyanopyrrolidin-3-yl)methyl)amino)-N-methyl-isoquinoline-6-carboxamide